3-phenyl-1-(4-chloro-2-ethoxyphenyl)-1,3-propanedione C1(=CC=CC=C1)C(CC(=O)C1=C(C=C(C=C1)Cl)OCC)=O